3-(2-(5-(3-bromobenzylidene)-3-(4-fluorophenyl)-4-oxothiazolidine-2-ylidene)hydrazono)-5-bromo-1H-indol-2-one BrC=1C=C(C=C2C(N(C(S2)=NN=C2C(NC3=CC=C(C=C23)Br)=O)C2=CC=C(C=C2)F)=O)C=CC1